CC1=NC2N(C(=C1)CC(=O)OCC)NC=N2 ethyl 2-(5-methyl-1,3a-dihydro-[1,2,4]triazolo[1,5-a]pyrimidin-7-yl)acetate